CN1N=CN=C1C1=C(C=CC=C1)C1=CC(=CC=C1)N1C(C2=CC=CC(=C2C1)C(F)(F)F)=O 2-(2'-(1-Methyl-1H-1,2,4-triazol-5-yl)-[1,1'-biphenyl]-3-yl)-4-(trifluoromethyl)isoindolin-1-one